2-[[2-fluoro-4-[6-[[2-methoxy-6-(trifluoromethyl)-3-pyridyl]methoxy]-2-pyridyl]phenyl]methyl]-3-(2-methoxyethyl)benzimidazole-5-carboxylic Acid FC1=C(C=CC(=C1)C1=NC(=CC=C1)OCC=1C(=NC(=CC1)C(F)(F)F)OC)CC=1N(C2=C(N1)C=CC(=C2)C(=O)O)CCOC